CN1N=C2C(=CC(=CC2=C1)CCC(=O)[O-])C 3-(2,7-dimethyl-2H-indazol-5-yl)propanoate